3-Bromo-2-(4-methoxybenzyl)-4-nitro-2H-indazole BrC=1N(N=C2C=CC=C(C12)[N+](=O)[O-])CC1=CC=C(C=C1)OC